FC(C(=O)O)(F)F.COC=1C(=CC2=CN(N=C2C1)C)NC(=O)N1CCC=2C1=NC=CC2N2CCNCC2 N-(6-methoxy-2-methyl-2H-indazol-5-yl)-4-(piperazin-1-yl)-2,3-dihydro-1H-pyrrolo[2,3-b]pyridine-1-carboxamide 2,2,2-trifluoroacetate